O1C(OCC1)C1=NC(=CC=C1O)NCCN1CCN(CC1)C 2-(1,3-Dioxolan-2-yl)-6-((2-(4-methylpiperazin-1-yl)ethyl)amino)pyridin-3-ol